C1(CC1)S(=O)(=O)C1=CC=C(NC2=C3C(=NC(=C2)OC=2C(=CC(=NC2)C#N)C)N(C=N3)C)C=C1 5-[7-(4-cyclopropylsulfonylanilino)-3-methyl-imidazo[4,5-b]pyridin-5-yl]oxy-4-methyl-pyridine-2-carbonitrile